6-chloro-3-(((1R)-1-(2-(6,6-difluoro-3-azabicyclo[3.1.0]hexan-3-yl)-3,6-dimethyl-4-oxo-3,4-dihydroquinazolin-8-yl)ethyl)amino)picolinic acid ClC1=CC=C(C(=N1)C(=O)O)N[C@H](C)C=1C=C(C=C2C(N(C(=NC12)N1CC2C(C2C1)(F)F)C)=O)C